C(=CC=CCCCCCCCCCCCCCC)C(CC=CO)(C=CCCCCCCCCCCCCCCCCC)O 4-[(9z,12z)-octadecadienyl]-(13z,16z)-tricosadiene-1,4-diol